O=C1NCCC2=C(C=CC=C12)NC1=NC(=NC=C1C(=O)N)NC1=CC=CC=C1 4-[(1-oxo-1,2,3,4-tetrahydroisoquinolin-5-yl)amino]-2-(phenylamino)pyrimidine-5-carboxamide